COC(C1=CC=C(C=C1)NC1=NC=CC(=N1)C=1N=NN(C1)C1CCCC1)=O 4-((4-(1-cyclopentyl-1H-1,2,3-triazol-4-yl)pyrimidin-2-yl)amino)benzoic acid methyl ester